((3aR,4R,6R,6aR)-6-(4-aminopyrrolo[2,1-f][1,2,4]triazin-7-yl)-6-cyano-2-oxotetrahydrofuro[3,4-d][1,3]dioxol-4-yl)methyl isopropyl carbonate C(OC[C@H]1O[C@@]([C@@H]2OC(O[C@@H]21)=O)(C#N)C2=CC=C1C(=NC=NN12)N)(OC(C)C)=O